2-chloro-N-(5-chloro-2-(cyclopropyl(trifluoromethyl)amino)pyridin-4-yl)acetamide ClCC(=O)NC1=CC(=NC=C1Cl)N(C(F)(F)F)C1CC1